BrC=1C=C2C(=CC=NC2=CC1OC)Cl 6-bromo-4-chloro-7-methoxyquinoline